ONC(CCCC)=O N-hydroxyvaleramide